2-(1-((3',5'-dichloro-4-fluoro-5-((2-(4-methylpiperazin-1-yl)pyrimidin-5-yl)oxy)-[1,1'-biphenyl]-3-yl)methyl)piperidin-4-yl)acetic acid ClC=1C=C(C=C(C1)Cl)C1=CC(=C(C(=C1)OC=1C=NC(=NC1)N1CCN(CC1)C)F)CN1CCC(CC1)CC(=O)O